tert-butyl (3R,4R)-4-(2-(2,4-dimethoxybenzyl)-7-fluoro-4-(5-methylthiophen-2-yl)-3-oxo-2,3-dihydro-1H-pyrrolo[3,4-c]pyridin-6-ylamino)tetrahydro-2H-pyran-3-ylcarbamate COC1=C(CN2C(C=3C(=NC(=C(C3C2)F)N[C@H]2[C@H](COCC2)NC(OC(C)(C)C)=O)C=2SC(=CC2)C)=O)C=CC(=C1)OC